FC(C=1C=C(C(=O)O[Bi]OC(C2=CC(=CC(=C2)C(F)(F)F)C(F)(F)F)=O)C=C(C1)C(F)(F)F)(F)F bis[[3,5-bis(trifluoromethyl)benzoyl]oxy]bismuth